3-(5-(1-isopropyl-3-phenyl-1H-1,2,4-triazol-5-yl)-1-oxoisoindolin-2-yl)piperidine-2,6-dione C(C)(C)N1N=C(N=C1C=1C=C2CN(C(C2=CC1)=O)C1C(NC(CC1)=O)=O)C1=CC=CC=C1